carbonyl-calcium C(=O)=[Ca]